[1-[1-[3-[[(4S)-chroman-4-yl]carbamoyl]phenyl]-3-hydroxy-propyl]-4,4-diethyl-6-oxo-hexahydropyrimidin-2-ylidene]ammonium O1CC[C@@H](C2=CC=CC=C12)NC(=O)C=1C=C(C=CC1)C(CCO)N1C(NC(CC1=O)(CC)CC)=[NH2+]